4-(Difluoromethoxy)benzenesulfonyl chloride FC(OC1=CC=C(C=C1)S(=O)(=O)Cl)F